4-(1-(5-(difluoromethoxy)pyrimidin-2-yl)piperidin-4-yl)-7-fluoro-1-methyl-1,4-dihydropyrido[2,3-b]pyrazine-2,3-dione FC(OC=1C=NC(=NC1)N1CCC(CC1)N1C2=C(N(C(C1=O)=O)C)C=C(C=N2)F)F